(R)-6-methoxy-1-prolylindoline COC1=CC=C2CCN(C2=C1)C([C@@H]1NCCC1)=O